ClC1=C(C2=C(NC(=N2)[C@]2(NCCC2)C)C=C1)C (S)-5-chloro-4-methyl-2-(2-methylpyrrolidin-2-yl)-1H-benzo[d]imidazole